N-(2-methoxyethyl)pyridine-2-carboxamide COCCNC(=O)C1=NC=CC=C1